(1r,4r)-N-(3-Methoxy-4-methylphenyl)-4-(8-methoxy-5-methyl-2-oxo-1,2-dihydroquinazolin-3(4H)-yl)-1-methylcyclohexanecarboxamide COC=1C=C(C=CC1C)NC(=O)C1(CCC(CC1)N1C(NC2=C(C=CC(=C2C1)C)OC)=O)C